C(CCCCCCC\C=C/CCCCCC)O (Z)-9-hexadecenol